2-methyl-3-chloropropyl-methyl-ethoxysilane CC(C[SiH](OCC)C)CCl